1-(2-methoxy-5-(piperazin-1-yl)phenyl)dihydropyrimidine-2,4(1H,3H)-dione COC1=C(C=C(C=C1)N1CCNCC1)N1C(NC(CC1)=O)=O